C([O-])([O-])=O.[Ca+2].FC(C1=C2C(=C(N=C1)N1CCN(CC1)C=O)NC=C2)(F)F (4-(4-(trifluoromethyl)-1H-pyrrolo[2,3-c]pyridin-7-yl)piperazin-1-yl)methanone calcium carbonate